ClC=1C=C(C=CC1)SC=1C=2N(C(=NC1)N1CCC3(CCC[C@H]3N)CC1)C=CN2 (R)-8-(8-((3-chlorophenyl)thio)imidazo[1,2-c]pyrimidin-5-yl)-8-azaspiro[4.5]decan-1-amine